[N+](=O)([O-])C=1C(=C2C(=NC1)CCC2)N2C[C@H](C[C@H](C2)C(F)(F)F)NC(OC(C)(C)C)=O tert-Butyl [(3S,5R)-1-(3-nitro-6,7-dihydro-5H-cyclopenta[b]pyridin-4-yl)-5-(trifluoromethyl)piperidin-3-yl]carbamate